L-19-hydroxymethyl-4-androstene-3,17-dione OCC[C@]12CCC(C=C1CC[C@H]1[C@@H]3CCC([C@@]3(C)CC[C@H]21)=O)=O